3-(1-oxo-5-(1-propylpiperidin-4-yl)isoindolin-2-yl)piperidine-2,6-dione O=C1N(CC2=CC(=CC=C12)C1CCN(CC1)CCC)C1C(NC(CC1)=O)=O